FC=1C=C2C3(CN(C2=CC1)C=1C2=C(N=CN1)C=CC(=N2)C=2C=CC(N(C2)C)=O)CCCCC3 5-(4-(5'-Fluorospiro[cyclohexane-1,3'-indoline]-1'-yl)pyrido[3,2-d]pyrimidin-6-yl)-1-methylpyridin-2(1H)-one